O=C1NC(CCC1N1C(C2=CC=CC(=C2C1=O)N[C@@H](C)C1=CC(=C(C=C1)OC)F)=O)=O 2-(2,6-dioxopiperidin-3-yl)-4-(((S)-1-(3-fluoro-4-methoxyphenyl)ethyl)amino)isoindoline-1,3-dione